FC=1C=CC(=C(C(=O)O)C1)N1C2=CC=CC=C2SC=2C=CC=CC12 5-fluoro-2-(10H-phenothiazin-10-yl)benzoic acid